[N+](=[N-])=C(C(=O)OC)C(CC(C)=O)=O Methyl 2-diazo-3,5-dioxohexanoate